FC=1C=C(C=CC1F)NC(=O)C=1N2C[C@@H](CC2=C(C1C)C(C(=O)OCC)=O)F ethyl (R)-2-(5-((3,4-difluorophenyl)carbamoyl)-2-fluoro-6-methyl-2,3-dihydro-1H-pyrrolizin-7-yl)-2-oxoacetate